((9-(8-oxabicyclo[3.2.1]oct-3-yl)-7-methyl-8-oxo-8,9-dihydro-7H-purin-2-yl)amino)-2-fluoro-5-methylbenzamide C12CC(CC(CC1)O2)N2C1=NC(=NC=C1N(C2=O)C)NC=2C(=C(C(=O)N)C=C(C2)C)F